C(C)(=O)ON=C(C)C=1C=CC=2N(C3=CC=C(C=C3C2C1)C(C1=C(C=C(C=C1)OCC1OCCC1)C)=O)CC 1-[9-ethyl-6-(2-methyl-4-tetrahydrofuranylmethoxybenzoyl)-9H-carbazol-3-yl]ethanone 1-(O-acetyloxime)